2,2-diethoxy-1-phenyl-1-ethanone C(C)OC(C(=O)C1=CC=CC=C1)OCC